[Cr].[Ni].[Fe] iron nickel-chromium